BrC1=CC(=C(C(=O)NCC2CCC2)C=C1)OC 4-Bromo-N-(cyclobutylmethyl)-2-methoxy-benzamide